([1,1'-biphenyl]-4-yloxy)-pyridin-3-amine C1(=CC=C(C=C1)OC1=NC=CC=C1N)C1=CC=CC=C1